C(C)(C)(C)OC(=O)N1C[C@@H]([C@H](CC1)[C@@H]1N2C(C3=CC=CC=C13)=CN=C2)O (3R,4R)-3-hydroxy-4-((S)-5H-imidazo[5,1-a]isoindol-5-yl)piperidine-1-carboxylic acid tert-butyl ester